8-(tert-butyl) 2-methyl (1R,5S)-4-oxo-3,8-diazabicyclo[3.2.1]octane-2,8-dicarboxylate O=C1NC([C@H]2CC[C@@H]1N2C(=O)OC(C)(C)C)C(=O)OC